S1C(=NC=C1)C1(CCC1)N1CCOCC1 4-(1-thiazol-2-ylcyclobutyl)morpholine